4-((tetrahydro-2H-pyran-4-yl)amino)pyridin O1CCC(CC1)NC1=CC=NC=C1